2-{4-[(9R)-9-hydroxy-2-(3-hydroxy-3-methylbutyloxy)-9-(trifluoromethyl)-9H-fluoren-4-yl]-1H-pyrazol-1-yl}-2-methylpropanamide-monohydrate O.O[C@@]1(C2=CC=CC=C2C=2C(=CC(=CC12)OCCC(C)(C)O)C=1C=NN(C1)C(C(=O)N)(C)C)C(F)(F)F